COC(=O)C=1C(N(C2=CC(=CC=C2C1N)C(F)(F)F)C=1C=NC(=CC1)C(C)O)=O 4-Amino-1-(6-(1-hydroxyethyl)pyridin-3-yl)-2-oxo-7-(trifluoromethyl)-1,2-dihydroquinoline-3-carboxylic acid methyl ester